FC1=C(C(=O)Cl)C(=CC(=C1)[N+](=O)[O-])F 2,6-difluoro-4-nitrobenzoyl chloride